C(CCCCCCC)C(CCCCCCCC)OC(CCCCCCCN(CCN1CCN(CC1)CCN(CCCCCCCC(=O)OC(CCCCCCCC)CCCCCCCC)CCCCCC(OCCCCCCCCCCC)=O)CCCCCC(OCCCCCCCCCCC)=O)=O 1-octylnonyl 8-[2-[4-[2-[[8-(1-octylnonoxy)-8-oxo-octyl]-(6-oxo-6-undecoxy-hexyl)amino]ethyl]piperazin-1-yl]ethyl-(6-oxo-6-undecoxy-hexyl)amino]octanoate